2-(4-(2-(1-(4-nitrophenyl)piperidin-4-yl)ethyl)piperazin-1-yl)acetic acid ethyl ester C(C)OC(CN1CCN(CC1)CCC1CCN(CC1)C1=CC=C(C=C1)[N+](=O)[O-])=O